C(#N)C1=CC2=C(N=C(N=C2)NC=2C=C(C(=O)NCCN(C)C)C=CC2)N(C1=O)C1CCCC1 3-((6-cyano-8-cyclopentyl-7-oxo-7,8-dihydropyrido[2,3-d]pyrimidin-2-yl)amino)-N-(2-(dimethylamino)ethyl)benzamide